BrC1=CC(=CC(=C1)[N+](=O)[O-])OCC 1-bromo-3-ethoxy-5-nitrobenzene